tert-Butyl (S)-6-hydroxy-8-((tetrahydrofuran-3-yl)amino)-3,4-dihydroisoquinoline-2(1H)-carboxylate OC=1C=C2CCN(CC2=C(C1)N[C@@H]1COCC1)C(=O)OC(C)(C)C